O=C(C(C)NC(OC(C)(C)C)=O)N1C(CCCC1)C=1NC(=CN1)C1=CC=C(C=C1)C tert-butyl (1-oxo-1-(2-(5-(p-tolyl)imidazol-2-yl)piperidin-1-yl)propan-2-yl)carbamate